(2S)-2-benzyl-N-(7,8-difluoro-3-quinolyl)-4,4,4-trifluoro-2-methyl-butanamide C(C1=CC=CC=C1)[C@](C(=O)NC=1C=NC2=C(C(=CC=C2C1)F)F)(CC(F)(F)F)C